3-Oxo-3-pyridin-2-yl-propionic acid benzyl ester C(C1=CC=CC=C1)OC(CC(C1=NC=CC=C1)=O)=O